10-methyl-9-undecen-1-ol CC(=CCCCCCCCCO)C